pyran-4-yl-pyrazol-4-amine O1CC=C(C=C1)C1=NNC=C1N